BrC=1C=C(C=CC1)C(C=[N+]=[N-])=O 1-(3-bromophenyl)-2-diazo-ethanone